BrC=1C=C(C=C(C1)OCC)C1(COC1)CC1=NN=CN1C 3-{[3-(3-bromo-5-ethoxy-phenyl)oxetan-3-yl]methyl}-4-methyl-4H-1,2,4-triazole